N-(4-(2-(4-Amino-3-fluorophenyl)propyl)-6-(((R)-1-hydroxy-4-methylpentan-2-yl)amino)-1,3,5-triazin-2-yl)methanesulfonamide NC1=C(C=C(C=C1)C(CC1=NC(=NC(=N1)N[C@@H](CO)CC(C)C)NS(=O)(=O)C)C)F